(5'S,7a'R)-1-(cinnoline-4-carbonyl)-5'-(3,5-difluorophenyl)tetrahydro-3'H-spiro[piperidine-4,2'-pyrrolo[2,1-b][1,3]-oxazol]-3'-one N1=NC=C(C2=CC=CC=C12)C(=O)N1CCC2(C(N3[C@H](O2)CC[C@H]3C3=CC(=CC(=C3)F)F)=O)CC1